[Na].C(C)(=O)NC(C(=O)OCC)(C(=O)OCC)CC(=O)C1=C(C=C(C(=C1)F)Br)N diethyl 2-acetamido-2-[2-(2-amino-4-bromo-5-fluoro-phenyl)-2-oxo-ethyl]propanedioate Sodium